4-(2-chlorophenyl)-1-(2-methylmercaptoethylamino)-6-(trifluoromethyl)-3H-pyrido[1,2-c]pyrimidin-3-one ClC1=C(C=CC=C1)C1=C2N(C(=NC1=O)NCCSC)C=CC(=C2)C(F)(F)F